C(#N)N1CC=2N=C(N=C(C2C1)C1=CC=CC=C1)NC(=O)C1CNC(C1)=O N-(6-cyano-4-phenyl-6,7-dihydro-5H-pyrrolo[3,4-d]pyrimidin-2-yl)-5-oxopyrrolidine-3-carboxamide